C(#N)C1(CC1)NS(=O)(=O)C=1C=C2C(=NC(=NC2=C(C1)N1CCN(CC1)C(=O)N1CCN(CC1)C)C)C=1SC(=NN1)C(F)F N-(1-cyanocyclopropyl)-4-(5-(difluoromethyl)-1,3,4-thiadiazol-2-yl)-2-methyl-8-(4-(4-methylpiperazine-1-carbonyl)piperazin-1-yl)quinazoline-6-sulfonamide